N-(4-((3S,5R)-3-amino-5-methylpiperidin-1-yl)pyridin-3-yl)-2,2',6,6'-tetrafluoro-4'-((S)-3-methylmorpholino)-[1,1'-biphenyl]-3-carboxamide dihydrochloride Cl.Cl.N[C@@H]1CN(C[C@@H](C1)C)C1=C(C=NC=C1)NC(=O)C=1C(=C(C(=CC1)F)C1=C(C=C(C=C1F)N1[C@H](COCC1)C)F)F